(E)-3-[(4R)-4-[2-[5-[(6,7-difluoro-4-methylsulfonyl-1H-indol-5-yl)oxy]-2-fluoro-phenyl]-1H-imidazol-4-yl]-4-methyl-chroman-8-yl]prop-2-enoic acid FC1=C(C(=C2C=CNC2=C1F)S(=O)(=O)C)OC=1C=CC(=C(C1)C=1NC=C(N1)[C@@]1(CCOC2=C(C=CC=C12)/C=C/C(=O)O)C)F